CN(C(C(=O)C1=CC=C(C=C1)N1CCOCC1)CC)C 2-(Dimethylamino)-1-(4-morpholinophenyl)butane-1-one